[1-(4-Chloro-1,3,5-triazin-2-yl)-4-piperidyl]-[(3S)-3-pyrazin-2-ylisoxazolidin-2-yl]methanone ClC1=NC(=NC=N1)N1CCC(CC1)C(=O)N1OCC[C@H]1C1=NC=CN=C1